C(C)(C)(C)OC(=O)N1CCC(=CC1)C1=CC(=C(C=C1OC)NC(=O)C1=CC(=C(C=C1)C=1CCN(CC1)C(=O)OC(C)(C)C)F)C tert-butyl 4-{4-[(4-{1-[(tert-butoxy)carbonyl]-1,2,3,6-tetrahydro pyridin-4-yl}-5-methoxy-2-methylphenyl)carbamoyl]-2-fluorophenyl}-1,2,3,6-tetrahydropyridine-1-carboxylate